COC(=O)C1=NC(=NC=C1C#CCOC)SC 5-(3-methoxyprop-1-yn-1-yl)-2-(methylsulfanyl)pyrimidine-4-carboxylic acid methyl ester